CC=1C=CC=C(C1)[C@](N)(C)C(=O)O D-alpha-5-methylphenylalanine